N(=[N+]=[N-])C1N(CCN1C)C 2-azido-1,3-dimethyl-imidazolidine